3,8-diaza-7-thiabicyclo[3.2.1]octane-8-carboxylate C12CNCC(CS1)N2C(=O)[O-]